FC(OC1=C(C=CC=C1)CN)F (2-(difluoromethoxy)phenyl)methylamine